4-(S)-cyclopropyl-N-((1S)-(5-(cyclopropyl(4,4,4-trifluorobutanamido)methyl)benzo[d]oxazol-2-yl)(4,4-difluorocyclohexyl)methyl)-1,2,5-oxadiazole-3-carboxamide C1(CC1)C=1C(=NON1)C(=O)N[C@@H](C1CCC(CC1)(F)F)C=1OC2=C(N1)C=C(C=C2)C(NC(CCC(F)(F)F)=O)C2CC2